CYCLOPENTANE-1-CARBOXYLIC ACID C1(CCCC1)C(=O)O